Cyclohexane-1,4-dicarboxylic acid dimethyl ester COC(=O)C1CCC(CC1)C(=O)OC